CN1CC=2N(CC1)N=CC2 5-methyl-4H,6H,7H-pyrazolo[1,5-a]pyrazin